sodium 2,3,4,5,6-pentachloro-β-styrenesulfonate ClC1=C(C=CS(=O)(=O)[O-])C(=C(C(=C1Cl)Cl)Cl)Cl.[Na+]